2-ethylhexyl 2-(3-tert-butyl-2-hydroxy-5-octyloxyphenyl)-2H-benzotriazole-5-carboxylate C(C)(C)(C)C=1C(=C(C=C(C1)OCCCCCCCC)N1N=C2C(=N1)C=CC(=C2)C(=O)OCC(CCCC)CC)O